3-(Piperazin-1-ylmethyl)azetidine-1-carboxylic acid tert-butyl ester C(C)(C)(C)OC(=O)N1CC(C1)CN1CCNCC1